[N+](=O)([O-])C1=CC=C(C=C1)C=1NC(C([N+]1[O-])(C)C)(C)C 2-(4-nitrophenyl)-4,4,5,5-tetramethylimidazolin-3-oxide